SC(C(=O)OCC(COC(C(C)S)=O)(COC(C(C)S)=O)COC(C(C)S)=O)C pentaerythritol tetra(mercaptopropionate)